N-(2-fluoro-4-(4,4,5,5-tetramethyl-1,3,2-dioxaborolan-2-yl)benzyl)-6-isopropylquinazolin-4-amine FC1=C(CNC2=NC=NC3=CC=C(C=C23)C(C)C)C=CC(=C1)B1OC(C(O1)(C)C)(C)C